3-(Azepan-4-yl)-N-[(5-chlorothiophen-2-yl)methyl]-1H-pyrazol-5-amin N1CCC(CCC1)C1=NNC(=C1)NCC=1SC(=CC1)Cl